Rac-2-amino-3-(tert-butoxy)-N-(4-(((S)-2-oxo-4-(trifluoromethyl)-imidazolidin-1-yl)methyl)pyridin-2-yl)propanamide N[C@@H](C(=O)NC1=NC=CC(=C1)CN1C(N[C@@H](C1)C(F)(F)F)=O)COC(C)(C)C |&1:1|